C(C)(C)(C)OC([C@H](NC(CCNC([C@H](CCN(C(CO)=O)[C@H](C(C)(C)C)C=1N(C=C(C1)C1=C(C=CC(=C1)F)F)CC1=CC=CC=C1)N)=O)=O)CCC(=O)OC(C)(C)C)=O N-{(2S)-2-amino-4-[{(1R)-1-[1-benzyl-4-(2,5-difluorophenyl)-1H-pyrrol-2-yl]-2,2-dimethylpropyl}(glycolyl)amino]butyryl}-beta-alanyl-D-glutamic acid di-tert-butyl ester